n-butyl-triphenylphosphine chloride [Cl-].C(CCC)C1=C(C=CC=C1)P(C1=CC=CC=C1)C1=CC=CC=C1